C(C)C=1C=CC(=C2CCOC21)C(=O)N2CC1=CC=CC(=C1CC2)[C@H](CC(=O)O)C2=CC1=C(N(N=N1)C)C(=C2)OC (R)-3-[2-(7-ethyl-2,3-dihydrobenzofuran-4-carbonyl)-1,2,3,4-tetrahydroisoquinolin-5-yl]-3-(7-methoxy-1-methyl-1H-benzo[d][1,2,3]triazol-5-yl)propionic acid